[Br-].COCC1=C(C=CC=C1)P(C1=CC=CC=C1)C1=CC=CC=C1 methoxymethyl-triphenylphosphine bromide